2-fluoro-N-(6-(5-fluoro-2-(hydroxymethyl)-4-methylphenyl)imidazo[1,2-a]pyridin-2-yl)cyclopropane-1-carboxamide FC1C(C1)C(=O)NC=1N=C2N(C=C(C=C2)C2=C(C=C(C(=C2)F)C)CO)C1